N1C=CC2=CC=C(C=C12)C(=O)N1C[C@H](CCC1)CCC1=C(C=CC=C1)C(F)(F)F (S)-(1H-indol-6-yl)(3-(2-(trifluoromethyl)phenethyl)piperidin-1-yl)methanone